2-(((1R)-1-(2-cyano-3-(5-(2,2-difluoroethyl)-2,5-diazabicyclo[2.2.1]heptan-2-yl)-7-methylquinoxalin-5-yl)ethyl)amino)benzoic acid C(#N)C1=NC2=CC(=CC(=C2N=C1N1C2CN(C(C1)C2)CC(F)F)[C@@H](C)NC2=C(C(=O)O)C=CC=C2)C